C(C=1C(O)=CC=CC1)NNC(C=1C(O)=CC=CC1)=O N-salicyl-N'-salicyloyl-hydrazine